N=1C=CN2C1C=CC(=C2)CN2N=NC=1C2=NC(=CN1)C1=CC=C(C=C1)P(C)(C)=O (4-(1-(Imidazo[1,2-a]pyridin-6-ylmethyl)-1H-[1,2,3]triazolo[4,5-b]pyrazin-6-yl)phenyl)di-methylphosphine oxide